C(C)OC(=O)C1OC(OC1C(=O)OCC)S(=O)(=O)O 2-sulfo-1,3-dioxolane-4,5-dicarboxylic acid diethyl ester